C(C1=CC=CC=C1)OC(C[C@@H](C(=O)N[C@H](C(=O)OC(C)(C)C)CCCCNC(=O)OCC1=CC=CC=C1)NC(=O)OC(C)(C)C)=O Tert-butyl (2S)-2-[(2S)-4-(benzyloxy)-2-{[(tert-butoxy)carbonyl]amino}-4-oxobutanamido]-6-{[(benzyloxy)carbonyl]amino}hexanoate